4-methoxy-3-(5-methoxypyrimidin-2-yl)-5-nitrophenylacetate COC1=C(C=C(C=C1[N+](=O)[O-])CC(=O)[O-])C1=NC=C(C=N1)OC